1-methyl-5-(5-(piperidin-1-ylmethyl)-5,6-dihydro-1,4,2-dioxazin-3-yl)piperidin-3-ol CN1CC(CC(C1)C1=NOCC(O1)CN1CCCCC1)O